1-(3-ethylphenyl)ethanone C(C)C=1C=C(C=CC1)C(C)=O